BrC1=CN=C2N1CCC(C2)OC 3-bromo-7-methoxy-5,6,7,8-tetrahydroimidazo[1,2-a]pyridine